(1R,2S,5S)-N-(2-amino-2-oxo-1-phthalazin-1-yl-ethyl)-3-[(2S)-3-cyclopropyl-2-[[(3S)-tetrahydrofuran-3-carbonyl]amino]propanoyl]-6,6-dimethyl-3-azabicyclo[3.1.0]hexane-2-carboxamide NC(C(C1=NN=CC2=CC=CC=C12)NC(=O)[C@@H]1[C@H]2C([C@H]2CN1C([C@H](CC1CC1)NC(=O)[C@@H]1COCC1)=O)(C)C)=O